C(C(C)(C)C)(=O)OCN1N=NC(=C1)C1CN(CC1)C=1OC(=NN1)C=1C=NC(=NC1)NC1CC=2C(=NC=CC2)C1 (4-(1-(5-(2-((6,7-dihydro-5H-cyclopenta[b]pyridin-6-yl)amino)pyrimidine-5-yl)-1,3,4-oxadiazol-2-yl)pyrrolidin-3-yl)-1H-1,2,3-triazol-1-yl)methyl pivalate